N-cyclopropyl-4-methyl-3-{1-[6-(piperidine-4-sulfonyl)-imidazo[1,2-a]pyridin-3-yl]-1H-pyrazol-4-yl}-benzamide C1(CC1)NC(C1=CC(=C(C=C1)C)C=1C=NN(C1)C1=CN=C2N1C=C(C=C2)S(=O)(=O)C2CCNCC2)=O